β-Amino-1-propanol NC(CO)C